O=C1NC(CC[C@H]1NC(=O)C1CCOC2=CC=CC=C12)=O N-[(3R)-2,6-dioxo-3-piperidyl]chroman-4-carboxamide